4,7,10,13,16,19,22,25-octaoxa-hexacosanoic acid C(CCOCCOCCOCCOCCOCCOCCOCCOC)(=O)O